1-(1-phenylvinyl)-1H-pyrrole C1(=CC=CC=C1)C(=C)N1C=CC=C1